1,4-Bis-hydroxyethyl-piperazin OCCN1CCN(CC1)CCO